ClC=1C(=C(C=CC1)NC(=O)NC1=CC(=CC(=C1)F)F)CO 1-(3-chloro-2-hydroxymethylphenyl)-3-(3,5-difluorophenyl)urea